NC=1C(=C(C=C2C=C(N=CC12)NC(OC1C2CNCC12)=O)C1=C(C2=C(OCCN2)N=C1)C)F 3-azabicyclo[3.1.0]hexan-6-yl (8-amino-7-fluoro-6-(8-methyl-2,3-dihydro-1H-pyrido[2,3-b][1,4]oxazin-7-yl)isoquinolin-3-yl)carbamate